C(C)[C@]1(C(OCC=2C(N3CC=4C(=NC=5C=CC(=C(C5C4)CN4CCC(CC4)N(C(OCCCC)=O)C)O)C3=CC21)=O)=O)O Butyl (S)-(1-((4-Ethyl-4,9-dihydroxy-3,14-dioxo-3,4,12,14-tetrahydro-1H-pyrano[3',4':6,7]indolizino[1,2-b]quinolin-10-yl)methyl)piperidin-4-yl)(methyl)carbamate